N(=[N+]=[N-])C1CCC(CC1)CN1CCN(CC1)CC(=O)NC1=CC=C(C=C1)C1C(NC(CC1)=O)=O 2-[4-[(4-Azidocyclohexyl)methyl]piperazin-1-yl]-N-[4-(2,6-dioxo-3-piperidyl)phenyl]acetamide